C(#N)C=1C=C(OCC([C@H](C[C@H]2C(NCC2)=O)NC(=O)[C@@H]2[C@H]3C([C@H]3CN2C([C@@H](NC(C(F)(F)F)=O)C(C)C)=O)(C)C)=O)C=CC1 (1R,2S,5S)-N-{(2S)-4-(3-cyanophenoxy)-3-oxo-1-[(3S)-2-oxopyrrolidin-3-yl]butan-2-yl}-6,6-dimethyl-3-[N-(trifluoroacetyl)-L-valyl]-3-azabicyclo[3.1.0]hexane-2-carboxamide